i-propyl-(dimethylamino)tin C(C)(C)[Sn]N(C)C